ClC[C@@H](CO)O |r| (±)-3-chloro-1,2-propanediol